1-(3-fluorophenyl)guanidine tert-butyl-(3S,4S)-3-amino-4-methoxypyrrolidin-1-carboxylate C(C)(C)(C)C1N(C[C@@H]([C@H]1N)OC)C(=O)O.FC=1C=C(C=CC1)NC(=N)N